7-chloro-3-fluoro-5-(6-methylpyridin-2-yl)pyrazolo[1,5-a]pyrimidine ClC1=CC(=NC=2N1N=CC2F)C2=NC(=CC=C2)C